2-((1-Methyl-3-(oxetan-3-yloxy)-1H-pyrazol-4-yl)amino)-7-((3R,4S)-3-methyltetrahydro-2H-pyran-4-yl)-7H-pyrrolo[2,3-d]pyrimidine-6-carbonitrile CN1N=C(C(=C1)NC=1N=CC2=C(N1)N(C(=C2)C#N)[C@@H]2[C@H](COCC2)C)OC2COC2